BrC=1C=CC2=C(N(C=N2)CC(C)(F)F)C1OC 6-Bromo-1-(2,2-difluoropropyl)-7-methoxy-benzimidazole